1-(5-((2,4-difluorobenzyl)oxy)-2,3-dihydro-1H-inden-1-yl)azetidine-3-carboxylic acid FC1=C(COC=2C=C3CCC(C3=CC2)N2CC(C2)C(=O)O)C=CC(=C1)F